2-((6-methoxypyridin-2-yl)methyl)quinuclidin-3-one COC1=CC=CC(=N1)CC1N2CCC(C1=O)CC2